C(C)(C)(C)C=1C=C(CN(C(CN(S(=O)(=O)C2=C(C(=C(C(=C2)F)F)F)F)CC=2C=NC=CC2C(F)(F)F)=O)C2=C(C=C(C(=O)O)C=C2)OC)C=C(C1)C1CC1 4-(N-(3-(tert-butyl)-5-cyclopropylbenzyl)-2-(2,3,4,5-tetrafluoro-N-((4-(trifluoromethyl)pyridin-3-yl)methyl)phenylsulfonamido)acetamido)-3-methoxybenzoic acid